N1=C(C=CC=C1O)C1=NC(=CC=C1)O [2,2'-bipyridine]-6,6'-diol